N-benzyl-N-(2-hydroxy-3-(N,N-bis(2-cyanoethyl)amino)propyl)-N,N-diallylammonium chloride [Cl-].C(C1=CC=CC=C1)[N+](CC=C)(CC=C)CC(CN(CCC#N)CCC#N)O